C(C)(C)(C)OC(=O)N1C(CCC1)C1(CCN(CC1)C(=O)OCC1=CC=CC=C1)O benzyl 4-(1-(tert-butoxycarbonyl)pyrrolidin-2-yl)-4-hydroxypiperidine-1-carboxylate